BrC=1C=C(C2=C(NC=N2)C1)I 6-Bromo-4-iodo-1H-benzo[d]imidazole